FC([C@@H]1[C@H](C1)C=1C=2N(N=C(C1)C=1C(=NC(=NC1)OC)OC)C=NC2C)F 4-((1S,2S)-2-(difluoromethyl)cyclopropyl)-2-(2,4-dimethoxypyrimidin-5-yl)-5-methylimidazo[1,5-b]pyridazine